(R)-N-benzyl-N-[(1R)-2-benzyloxy-1-[(2S)-3,4-dihydro-2H-pyran-2-yl]ethyl]-2-methyl-propane-2-sulfinamide C(C1=CC=CC=C1)N([S@](=O)C(C)(C)C)[C@H](COCC1=CC=CC=C1)[C@H]1OC=CCC1